(S)-quinuclidin-3-yl (6-(3,4-dichlorophenyl)-2,2-dimethyl-1,2,3,4-tetrahydronaphthalen-1-yl)carbamate ClC=1C=C(C=CC1Cl)C=1C=C2CCC(C(C2=CC1)NC(O[C@@H]1CN2CCC1CC2)=O)(C)C